N-(2-(1,1-dioxidothiomorpholino)ethyl)-4-(isopropylamino)-6-(1H-pyrazol-4-yl)cinnoline-3-carboxamide O=S1(CCN(CC1)CCNC(=O)C=1N=NC2=CC=C(C=C2C1NC(C)C)C=1C=NNC1)=O